BrC1=CSC2=C1N=C(N=C2NC=2N=CN(C2)C2=CC=CC=C2)Cl 7-bromo-2-chloro-N-(1-phenyl-1H-imidazol-4-yl)thieno[3,2-d]pyrimidin-4-amine